O1C(=CC=C1)C(=O)O\N=C\C1=CC(=C(C(=C1)OC)O)OC (E)-4-hydroxy-3,5-dimethoxybenzaldehyde O-furan-2-carbonyloxime